BrC1=CC(=C(C(=C1)C)N1CCNCC1)C 1-(4-bromo-2,6-dimethylphenyl)piperazine